C(C)C(COC=1C=C(C=C(C1)CCCCCCCCCCCCCCC)C#CCCCO)CCCC 5-(3-((2-ethylhexyl)oxy)-5-pentadecylphenyl)pent-4-yn-1-ol